OCCC1=C(C2=C(OCCO2)C=C1)N1CCNCC1 6-(2-hydroxyethyl)-5-(piperazin-1-yl)-2,3-dihydro-1,4-benzodioxine